dimethylamino-N-methylpiperazine CN(C)C1N(CCNC1)C